ClC1=CC(=C(COC2=CC=CC(=N2)C=2CCN(CC2)CC2=NC3=C(N2C[C@H]2OCC2)C=CC(=C3)C(=O)NC=3C=C2C(=NNC2=CC3)C)C=C1)F (S)-2-((6-((4-chloro-2-fluorobenzyl)oxy)-3',6'-dihydro-[2,4'-bipyridin]-1'(2'H)-yl)methyl)-N-(3-methyl-1H-indazol-5-yl)-1-(oxetan-2-ylmethyl)-1H-benzo[d]imidazole-5-carboxamide